ClC1=CC=C2C(=C(NC2=C1Cl)CNC(CN1C=NN=C1)=O)C=1C=NNC1 N-((6,7-dichloro-3-(1H-pyrazol-4-yl)-1H-indol-2-yl)methyl)-2-(4H-1,2,4-triazol-4-yl)acetamide